ClC1=C(C=C(C(=O)NCC2=C3C=NNC3=CC=C2C2CC2)C=C1)C 4-chloro-N-((5-cyclopropyl-1H-indazol-4-yl)methyl)-3-methylbenzamide